(R)-N-(1-(1-(2,4-bis(trifluoromethyl)phenyl)ethyl)-1H-pyrazol-4-yl)-5-(pyridin-2-yl)-1,3,4-thiadiazole-2-carboxamide FC(C1=C(C=CC(=C1)C(F)(F)F)[C@@H](C)N1N=CC(=C1)NC(=O)C=1SC(=NN1)C1=NC=CC=C1)(F)F